3-methoxy-6-pyridin-4-yl-benzene-1,2-diamine COC1=C(C(=C(C=C1)C1=CC=NC=C1)N)N